5-{[3-(2,6-dichloropyridin-4-yl)oxetan-3-yl]methyl}-4-methyl-1,2,4-triazole-3-thiol ClC1=NC(=CC(=C1)C1(COC1)CC=1N(C(=NN1)S)C)Cl